CC1=C(C=C(C(=O)NCC2=NC=C3C=CC(=NC3=C2)N2CCC(CCC2)C2=CC=NC=C2)C=C1)S(=O)(=O)C 4-methyl-3-(methylsulfonyl)-N-((2-(4-(pyridin-4-yl)azepan-1-yl)-1,6-naphthyridin-7-yl)methyl)benzamide